N-(1-(7-Methoxyquinolin-5-yl)cyclopropyl)-2-methyl-5-(2-(methylamino)ethoxy)benzamide COC1=CC(=C2C=CC=NC2=C1)C1(CC1)NC(C1=C(C=CC(=C1)OCCNC)C)=O